CC1=C(C=CC=C1[N+](=O)[O-])CC(=O)O 2-(2-methyl-3-nitrophenyl)acetic acid